((2S,5R)-5-ethyl-2-methyl-4-(1-(quinoxalin-6-yl)ethyl)piperazin-1-yl)-5-methyl-6-oxo-5,6-dihydroimidazo[1,2-b]pyridazine-2-carbaldehyde O-methyl oxime CON=CC=1N=C2N(N(C(C=C2)=O)C)C1N1[C@H](CN([C@@H](C1)CC)C(C)C=1C=C2N=CC=NC2=CC1)C